2-(2,6-dioxopiperidin-3-yl)-5-(4-(2-(4-((1-(5-(5-methyl-5H-pyrido[4,3-b]indol-7-yl)pyridin-2-yl)azetidin-3-yl)oxy)piperidin-1-yl)ethyl)piperazin-1-yl)isoindoline-1,3-dione O=C1NC(CCC1N1C(C2=CC=C(C=C2C1=O)N1CCN(CC1)CCN1CCC(CC1)OC1CN(C1)C1=NC=C(C=C1)C=1C=CC=2C3=C(N(C2C1)C)C=CN=C3)=O)=O